C1(=CC=CC=C1)C1(C(C(=O)[O-])C=CC=C1)CCC 2-phenyl-2-propylbenzoate